NC(CC[C@@H](C1=CC=CC=C1)NC(=O)N1CC2=CC(=CC(=C2CC1)C1=CC=C(C=C1)C(F)(F)F)C=1NC=CC1)=O (S)-N-(4-Amino-4-oxo-1-phenylbutyl)-7-(1H-pyrrol-2-yl)-5-(4-(trifluoromethyl)phenyl)-3,4-dihydroisoquinoline-2(1H)-carboxamide